5-cyclopropyl-N-[5-(3-fluoroazetidine-1-carbonyl)piperidin-3-yl]-N-(2-methylpropyl)-3-{[(1r,3r)-3-methoxycyclobutyl]amino}pyridine-2-carboxamide C1(CC1)C=1C=C(C(=NC1)C(=O)N(CC(C)C)C1CNCC(C1)C(=O)N1CC(C1)F)NC1CC(C1)OC